tetraglycidyl-1,3-m-xylylenediamine C(C1CO1)N(C1(CC(CC=C1)(C)N(CC1CO1)CC1CO1)C)CC1CO1